Benzylidene-bis(tricyclohexylphosphine) C(C1=CC=CC=C1)(P(C1CCCCC1)(C1CCCCC1)C1CCCCC1)P(C1CCCCC1)(C1CCCCC1)C1CCCCC1